FC(OC=1C(=NC=CC1)OC1N(CCCC1)C1(N=CSC1CCC1=C(C(=O)N)C(=CC=C1)F)C(F)F)F 2-(4-{[3-(difluoromethoxy)pyridin-2-yl]oxylpiperidin-1-yl}-2-[4-(difluoromethyl)-1,3-thiazol-5-yl]ethyl)-6-fluorobenzamide